C(C1=CC=CC=C1)OC(=O)N1C(C(CC1)=O)CC1=C(C(=CC=C1)Br)F 2-[(3-bromo-2-fluorophenyl)methyl]-3-oxopyrrolidine-1-carboxylic acid benzyl ester